1-(4-fluoro-2-meth-ylphenyl)-3-(6-methoxy-2-meth-ylpyridin-3-yl)-6-(trifluoromethyl)-2,3-dihydro-pyrido[3,4-d]pyrimidin-4(1H)-one FC1=CC(=C(C=C1)N1CN(C(C2=C1C=NC(=C2)C(F)(F)F)=O)C=2C(=NC(=CC2)OC)C)C